FC1=C(C(=C(C=C1F)F)F)C(C(=O)O)COCCOCCOCCOCCN=[N+]=[N-] 2,3,5,6-Tetrafluorophenyl-3-[2-[2-[2-(2-azidoethoxy)ethoxy]ethoxy]ethoxy]propanoic acid